[2H]C1=C(C(=C(C(=C1B(O)O)[2H])[2H])OC([2H])([2H])C([2H])([2H])[2H])[2H] 4-(ETHOXYPHENYL-D9)-BORONIC ACID